C(C)(C)N1CCC(CC1)OC1=C2C(=NC(=N1)C1=CC=C(O1)CN)N(N=C2C)C2OCCCC2 1-(5-[4-[(1-isopropylpiperidin-4-yl)oxy]-3-methyl-1-(oxan-2-yl)pyrazolo[3,4-d]pyrimidin-6-yl]furan-2-yl)methanamine